CS(=O)(=O)O.FC1(CC2(C1)CCN(CC2)C=2N=C(C1=C(N2)N=CC=C1)NCC=1C(=NC=CC1)C(F)(F)F)F 2-(2,2-difluoro-7-azaspiro[3.5]nonan-7-yl)-N-((2-(trifluoromethyl)pyridin-3-yl)methyl)pyrido[2,3-d]pyrimidin-4-amine methanesulfonate